NC1=NC2=C(N1)C(=CC=C2)C=2C=C(C=CC2OC2=CC=C(C=C2)C(F)(F)F)S(=O)(=O)NC 3-(2-amino-1H-benzimidazol-7-yl)-N-methyl-4-[4-(trifluoromethyl)phenoxy]benzene-1-sulfonamide